FC1=C(C=CC(=C1)F)C1=C(NC2=C1C(N(CC2)C)=O)C2=CC(=NC=C2)NC([C@H](C)C2=CC=C(C=C2)F)=O (2R)-N-{4-[3-(2,4-difluorophenyl)-5-methyl-4-oxo-4,5,6,7-tetrahydro-1H-pyrrolo[3,2-c]pyridin-2-yl]pyridin-2-yl}-2-(4-fluorophenyl)propanamide